[K+].C(C=C)(=O)OCCCS(=O)(=O)[O-] 3-(Acryloyloxy)propane-1-sulfonic acid potassium salt